(S)-[7-[2,4-difluoro-6-(2-methoxyethoxy)phenyl]-6-[(6R,7R)-6,7-dimethyl-4,5,6,7-tetrahydropyrazolo[1,5-a]pyrazin-2-yl] thieno[3,2-c]pyridine-4-yl] trifluoromethanesulfonate FC(S(=O)(=O)OC1=NC(=C(C2=C1C=CS2)C2=C(C=C(C=C2OCCOC)F)F)C2=NN1C(CN[C@@H]([C@H]1C)C)=C2)(F)F